ONC(=O)C1CC2N(C=3C=CC=CC3N(C2)C2=CC=C(C=C2)C(F)(F)F)CC1 N-hydroxy-5-(4-(trifluoromethyl)phenyl)-6,6a,7,8,9,10-hexahydro-5H-pyrido[1,2-a]quinoxaline-8-carboxamide